CC=1C=NNC1C(=O)Cl 4-methyl-1H-pyrazole-5-carbonyl chloride